N,N'-ethylene-bis-(iodoacetamide) C(CNC(CI)=O)NC(CI)=O